FC=1C=C(C2=C(NC(=N2)C(=O)N2[C@@H](C=3C=CC=NC3CC2)C)C1)C (R)-(6-Fluoro-4-methyl-1H-benzo[d]imidazol-2-yl)(5-methyl-7,8-dihydro-1,6-naphthyridin-6(5H)-yl)methanone